FC=1C=C2C(=NN(C2=CC1F)C1OCCCC1)C1=NC=2C=CN(C(C2C=C1)=O)C 2-[5,6-difluoro-1-(oxan-2-yl)indazol-3-yl]-6-methyl-1,6-naphthyridin-5-one